benzyl (3S,4S)-3-(((benzyloxy)carbonyl)amino)-4-hydroxy-4-methylazepane-1-carboxylate C(C1=CC=CC=C1)OC(=O)N[C@H]1CN(CCC[C@]1(C)O)C(=O)OCC1=CC=CC=C1